C1(=NC=CC=2C3=C(N4C(C12)=NC1=C4C=CC=C1)C=CC=C3)N3CCOCC3 4-(benzo[c]benzo[4,5]imidazo[2,1-a][2,7]naphthyridin-1-yl)morpholine